C(=O)C1N(CCN(C1)C(=O)OC(C)(C)C)C(=O)OCC1C2=CC=CC=C2C=2C=CC=CC12 O4-tert-butyl O1-(9H-fluoren-9-ylmethyl) 2-formylpiperazine-1,4-dicarboxylate